CC(C(=O)N1CCC(CC1)CN1[C@@H]([C@H]([C@@H]([C@H](C1)OCC1=CC=CC=C1)OCC1=CC=CC=C1)OCC1=CC=CC=C1)C)C 2-methyl-1-(4-(((2R,3R,4R,5S)-3,4,5-tris(benzyloxy)-2-methylpiperidin-1-yl)methyl)piperidin-1-yl)propan-1-one